(4R)-4-((3R,8R,9S,10S,13R,14S,17R)-3-((tert-butyldimethylsilyl)oxy)-10,13-dimethylhexadecahydro-1H-cyclopenta[a]phenanthren-17-yl)-N-(2-(didodecylamino)ethyl)pentanamide [Si](C)(C)(C(C)(C)C)O[C@@H]1CC[C@@]2([C@H]3CC[C@@]4([C@H](CC[C@H]4[C@@H]3CCC2C1)[C@@H](CCC(=O)NCCN(CCCCCCCCCCCC)CCCCCCCCCCCC)C)C)C